CC=1C(=C2C(C=C(OC2=C(C1O)C)C1=CC=C(C=C1)O)=O)O 6,8-dimethyl-5,7,4'-trihydroxyflavone